(6aR,10aS)-2-(2-(fluoromethyl)pyridin-4-yl)-4-(2-fluorophenyl)-8-oxo-10a-propyl-5,6,6a,7,8,10a-hexahydrobenzo[h]quinazoline-9-carbonitrile FCC1=NC=CC(=C1)C1=NC=2[C@]3([C@H](CCC2C(=N1)C1=C(C=CC=C1)F)CC(C(=C3)C#N)=O)CCC